N-methyl-methylamine (R)-mandelate C([C@H](O)C1=CC=CC=C1)(=O)O.CNC